BrC1=C(C(N(C=C1)CC(=O)N(C)C)=O)OC1=C(C=CC=C1C)C 2-(4-bromo-3-(2,6-dimethylphenoxy)-2-oxopyridin-1(2H)-yl)-N,N-dimethylacetamide